C(C)(=O)OCCOC1=CC=C(C=C1)C1=NN(C(=C1C1=C2C=NN(C2=CC(=C1Cl)C)C1OCCCC1)C)C1CC2(CN(C2)C(=O)OC(C)(C)C)C1 tert-butyl 6-(3-(4-(2-acetoxyethoxy) phenyl)-4-(5-chloro-6-methyl-1-(tetrahydro-2H-pyran-2-yl)-1H-indazol-4-yl)-5-methyl-1H-pyrazol-1-yl)-2-azaspiro[3.3]Heptane-2-carboxylate